decabromostyrene BrC1(C(C(C(C(=C(Br)Br)Br)(C=C1)Br)(Br)Br)(Br)Br)Br